di-n-octyl dilaurate C(CCCCCCCCCCC)(=O)OCCCCCCCC.C(CCCCCCCCCCC)(=O)OCCCCCCCC